N(C(=S)N)C1=CC=C(C=N1)N1CC(CCC1)C(=O)O 1-(6-thioureidopyridin-3-yl)piperidine-3-carboxylic acid